(S,E)-1-((6-Chloro-1-((4-fluoro-7-isobutyl-1H-pyrrolo[2,3-c]pyridin-2-yl)methyl)-2-oxo-1,2-dihydropyridin-3-yl)amino)-7-(dimethylamino)-1,7-dioxohept-5-en-2-yl-dimethylcarbamat ClC1=CC=C(C(N1CC1=CC=2C(=C(N=CC2F)CC(C)C)N1)=O)NC([C@@H](CC\C=C\C(=O)N(C)C)CN(C([O-])=O)C)=O